S(=O)(=O)(O)[NH+]1CCOCC1 sulfo-morpholinium